FC(C(=O)N1CC(C1)N1N=C(C=2C1=NC=CC2)C2=C(C=C(C=C2)C(F)(F)F)F)=C 2-fluoro-1-(3-(3-(2-fluoro-4-(trifluoromethyl)phenyl)-1H-pyrazolo[3,4-b]pyridin-1-yl)azetidin-1-yl)prop-2-en-1-one